bis(4-tert-butylphenyl)iodonium chloride [Cl-].C(C)(C)(C)C1=CC=C(C=C1)[I+]C1=CC=C(C=C1)C(C)(C)C